Tert-butyl-6,6-dimethyl-4-[3-methyl-2-oxo-1-(2-trimethylsilylethoxymethyl)benzimidazol-4-yl]-2,5-dihydropyridine-1-carboxylate C(C)(C)(C)OC(=O)N1CC=C(CC1(C)C)C1=CC=CC=2N(C(N(C21)C)=O)COCC[Si](C)(C)C